C[C@H](CC/C=C(\\C)/CCC=C(C)C)/C=C/[C@@](C)(CC/C=C(\\C)/CCC=C(C)C)C=C The molecule is a triterpene that is docosa-2,6,11,16,20-pentaene bearing six methyl substituents at positions 2, 6, 10, 13, 17 and 21 as well as a vinyl substituent at position 10 (with all-E-configuration). It has a role as a metabolite.